methyl 2-fluoro-5-bromo-benzoate FC1=C(C(=O)OC)C=C(C=C1)Br